5-acetyl-4-(benzo[b]thiophen-3-yl)-6-methyl-2-phenyl-1,4-dihydropyridine-3-carboxylic acid methyl ester COC(=O)C1=C(NC(=C(C1C=1C2=C(SC1)C=CC=C2)C(C)=O)C)C2=CC=CC=C2